3-{1-[4-chloro-3-({[4-(2-cyclopropoxyphenyl)pyridin-3-yl]cyclopropoxy}methyl)benzenesulfonyl]pyrrolidin-3-yl}-N-[(2S,3R,4R,5R)-2,3,4,5,6-pentahydroxyhexyl]propanamide ClC1=C(C=C(C=C1)S(=O)(=O)N1CC(CC1)CCC(=O)NC[C@@H]([C@H]([C@@H]([C@@H](CO)O)O)O)O)COC1(CC1)C=1C=NC=CC1C1=C(C=CC=C1)OC1CC1